5-(thiophen-2-yl)-7-(trifluoromethyl)pyrazolo[1,5-a]pyrimidine-3-carboxylic acid S1C(=CC=C1)C1=NC=2N(C(=C1)C(F)(F)F)N=CC2C(=O)O